C[C@@H]1[C@H]2OC3=C([C@@H]1NC2)C=NC=C3C#N (2R,5R,10S)-10-Methyl-2,3,4,5-tetrahydro-2,5-methanopyrido[3,4-f][1,4]oxazepine-9-carbonitrile